N,N-dimethylaminotetradecyl acetate C(C)(=O)OCCCCCCCCCCCCCCN(C)C